FC(C1=C(C=CC(=C1F)[N+](=O)[O-])F)F 2-(difluoromethyl)-1,3-difluoro-4-nitro-benzene